4-((1S)-1-{[7-chloro-3-(4-trifluoromethylbenzyl)indolizine-5-carbonyl]amino}ethyl)benzoic acid ClC=1C=C(N2C(=CC=C2C1)CC1=CC=C(C=C1)C(F)(F)F)C(=O)N[C@@H](C)C1=CC=C(C(=O)O)C=C1